2-(perfluorophenoxy)acetyl chloride FC1=C(OCC(=O)Cl)C(=C(C(=C1F)F)F)F